2-(azetidine-1-yl)-5-ethynyl-4,6-difluorobenzo[d]oxazole N1(CCC1)C=1OC2=C(N1)C(=C(C(=C2)F)C#C)F